5-((2R,6S)-4-((1-(4-(1,1-dioxidoisothiazolidin-2-yl)-6-methylpyridin-2-yl)-1H-pyrazol-4-yl)methyl)-6-methylpiperazin-2-yl)-4-methylisobenzofuran-1(3H)-one O=S1(N(CCC1)C1=CC(=NC(=C1)C)N1N=CC(=C1)CN1C[C@H](N[C@H](C1)C)C=1C(=C2COC(C2=CC1)=O)C)=O